2-chloro-N-((3aR,5s,6aS)-2-(5-(3-cyano-6-(2-hydroxy-2-methylpropoxy)pyrazolo[1,5-a]pyridin-4-yl)pyridin-2-yl)-5-methyloctahydrocyclopenta[c]pyrrol-5-yl)-6-fluorobenzamide ClC1=C(C(=O)NC2(C[C@@H]3[C@@H](CN(C3)C3=NC=C(C=C3)C=3C=4N(C=C(C3)OCC(C)(C)O)N=CC4C#N)C2)C)C(=CC=C1)F